3-(2-(ethyl(2-(4-((6-hydroxy-2-(4-(methylsulfonyl)phenyl)naphthalen-1-yl)oxy)phenoxy)ethyl)amino)ethoxy)benzoic acid C(C)N(CCOC=1C=C(C(=O)O)C=CC1)CCOC1=CC=C(C=C1)OC1=C(C=CC2=CC(=CC=C12)O)C1=CC=C(C=C1)S(=O)(=O)C